1-methyl-2-(3-(4-methylpiperazin-1-yl)propyl)-7-(1H-pyrazol-3-yl)-1H-imidazo[4,5-d]thieno[3,2-b]pyridin-4-amine CN1C(=NC=2C1=C1C(=NC2N)C=C(S1)C1=NNC=C1)CCCN1CCN(CC1)C